4-(1-(1-propenylpyrrolidin-3-yl)-5-aminoimidazo[1,5-c]pyrimidin-3-yl)-N-(4-(trifluoromethyl)pyridin-2-yl)benzamide C(=CC)N1CC(CC1)C=1N=C(N2C(=NC=CC21)N)C2=CC=C(C(=O)NC1=NC=CC(=C1)C(F)(F)F)C=C2